FC1=CC(=CC2=C1OCCO2)[C@H]([C@@H](CN2CCCC2)NC(=O)[C@H]2CN(CC2)C2=NC(=CC=C2)C2=CC=C(C=C2)F)O (R)-N-((1R,2R)-1-(8-fluoro-2,3-dihydrobenzo[b][1,4]dioxin-6-yl)-1-hydroxy-3-(pyrrolidin-1-yl)propan-2-yl)-1-(6-(4-fluorophenyl)pyridin-2-yl)pyrrolidine-3-carboxamide